oxalic acid, cyanoamide oxalate C(C(=O)O)(=O)O.C(#N)NC(C(=O)O)=O